OC(CC(=O)O)CC1=CN=NN1 3-hydroxy-4-(1H-triazol-5-yl)butanoic acid